(2,6-dimethylphenyl)chloroacetamide CC1=C(C(=CC=C1)C)C(C(=O)N)Cl